O1CSC2=C1C=C(C=C2)C2=CC(=C(OCC1CCNCC1)C=C2)F 4-((4-(benzo[d][1,3]oxathiolan-6-yl)-2-fluorophenoxy)methyl)piperidine